COC=1C=C(C=C2C=NC(=NC12)NC1CCN(CC1)C1=NC=CC=C1)B1OC(C(O1)(C)C)(C)C 8-methoxy-N-[1-(pyridin-2-yl)piperidin-4-yl]-6-(4,4,5,5-tetramethyl-1,3,2-dioxaborolan-2-yl)quinazolin-2-amine